2-acetamido-4-oxobutanoic acid bistrifluoroacetate salt FC(C(=O)O)(F)F.FC(C(=O)O)(F)F.C(C)(=O)NC(C(=O)O)CC=O